methyl 3-(3-cyanophenyl)-1H-indole-6-carboxylate C(#N)C=1C=C(C=CC1)C1=CNC2=CC(=CC=C12)C(=O)OC